ONC(CCC(=O)NO)=O N,N'-dihydroxysuccinamide